C[Si](C)(C)CN1N=NC(=C1C(=O)OCC)C=1C=NC(=CC1)C ethyl 1-trimethylsilanylmethyl-4-(6-methylpyridin-3-yl)-1H-1,2,3-triazole-5-carboxylate